BrC1=CC=C(C(=O)C=2C=NC(=NC2)N2CC3CCC(C2)N3C(=O)OC(C)(C)C)C=C1 tert-butyl 3-(5-(4-bromobenzoyl)pyrimidin-2-yl)-3,8-diazabicyclo[3.2.1]octane-8-carboxylate